2-(4-chloro-3-fluoro-phenoxy)-N-[(3R,6S)-6-[5-(4-chlorophenyl)-1,3,4-oxadiazol-2-yl]-1-(2-methoxyethyl)piperidin-3-yl]acetamide ClC1=C(C=C(OCC(=O)N[C@H]2CN([C@@H](CC2)C=2OC(=NN2)C2=CC=C(C=C2)Cl)CCOC)C=C1)F